benzyl 8-fluoro-2-azabicyclo[5.1.0]oct-4-ene-2-carboxylate FC1C2CC=CCN(C12)C(=O)OCC1=CC=CC=C1